FC(C1=CC=C(C=C1)C1=CC=C2C(=N1)C1(C(O2)C(C(C1O)C(=O)N(C)C)C1=CC=CC=C1)O)F (4-(difluoromethyl)phenyl)-8,8a-dihydroxy-N,N-dimethyl-6-phenyl-5a,7,8,8a-tetrahydro-6H-cyclopenta[4,5]furo[3,2-b]pyridine-7-carboxamide